(2R)-1-((5-(3,5-difluorophenyl)-6,7-dihydro-5H-pyrrolo[1,2-b][1,2,4]triazol-2-yl)amino)-1-oxopropan-2-yl acetate C(C)(=O)O[C@@H](C(=O)NC=1N=C2N(N1)C(CC2)C2=CC(=CC(=C2)F)F)C